(+/-)-N-{[5-(4-{[(3R,4S)-3-fluoro-1-methylpiperidin-4-yl]amino}-1-(2,2,2-trifluoroethyl)-1H-indol-2-yl)-1,2,4-oxadiazol-3-yl]methyl}cyclopropanecarboxamide F[C@@H]1CN(CC[C@@H]1NC1=C2C=C(N(C2=CC=C1)CC(F)(F)F)C1=NC(=NO1)CNC(=O)C1CC1)C |r|